[Si](C1=CC=CC=C1)(C1=CC=CC=C1)(C(C)(C)C)OCC[C@H](CCC)NC=1C2=C(N=C(N1)N)C(=NN2CC2=C(C=C(C=C2)CCl)OC)C (S)-N7-(1-((tert-butyldiphenylsilyl)oxy)hexan-3-yl)-1-(4-(chloromethyl)-2-methoxybenzyl)-3-methyl-1H-pyrazolo[4,3-d]pyrimidine-5,7-diamine